CC(=O)NC1CCCNC1 N-(piperidin-3-yl)acetamide